FC=1C(=NC(=NC1)N1CCC(CC1)C(=O)N1OCC[C@H]1C=1C=NC=NC1)OC [1-(5-Fluoro-4-methoxy-pyrimidin-2-yl)-4-piperidyl]-[(3S)-3-pyrimidin-5-ylisoxazolidin-2-yl]methanone